1-[2-[4-(o-tolyl)-2-oxo-chromen-7-yl]oxypropanoyl]piperidine-3-carboxylic acid C1(=C(C=CC=C1)C1=CC(OC2=CC(=CC=C12)OC(C(=O)N1CC(CCC1)C(=O)O)C)=O)C